C(C)(C)(C)C1=NN(C(=C1)C(=O)N[C@H](C(=O)NC1(CC1)C#N)CC=1OC2=C(N1)C=CC=C2Cl)C2CC2 (S)-3-(tert-butyl)-N-(3-(7-chlorobenzo[d]oxazol-2-yl)-1-((1-cyanocyclopropyl)amino)-1-oxopropan-2-yl)-1-cyclopropyl-1H-pyrazole-5-carboxamide